2-ethoxy-7-(1-fluoroethyl)-8-(3,4,5-trifluorophenyl)-3H-pyrazolo[1,5-a][1,3,5]triazin-4-one C(C)OC1=NC=2N(C(N1)=O)N=C(C2C2=CC(=C(C(=C2)F)F)F)C(C)F